3-(3-cyclopropyl-2-fluoro-phenoxy)cinnoline-4-carboxylic acid C1(CC1)C=1C(=C(OC=2N=NC3=CC=CC=C3C2C(=O)O)C=CC1)F